N1=CC(=CC=C1)OCC1=CC=C(OC2CN(C2)C=2C=CC=C(C2C2=CC=CC=C2)C(=O)O)C=C1 6-(3-(4-((pyridin-3-yloxy)methyl)phenoxy)azetidin-1-yl)-[1,1'-biphenyl]-2-carboxylic acid